1-(9Z-octadecenoyl)-2-(9Z,12Z,15Z-octadecatrienoyl)-sn-glycero-3-phosphocholine CCCCCCCC/C=C\CCCCCCCC(=O)OC[C@H](COP(=O)([O-])OCC[N+](C)(C)C)OC(=O)CCCCCCC/C=C\C/C=C\C/C=C\CC